Dimethyl-phenyl-sulfonium p-toluenesulfonate salt CC1=CC=C(C=C1)S(=O)(=O)[O-].C[S+](C1=CC=CC=C1)C